(2R)-2-(6-{5-chloro-2-[(oxacyclohex-4-yl)amino]pyrimidin-4-yl}-4-fluoro-1-oxo-2,3-dihydro-1H-isoindol-2-yl)-N-[(1S)-2-hydroxy-1-(3-methoxyphenyl)ethyl]propionamide ClC=1C(=NC(=NC1)NC1CCOCC1)C1=CC(=C2CN(C(C2=C1)=O)[C@@H](C(=O)N[C@H](CO)C1=CC(=CC=C1)OC)C)F